ClC=1SC(=CC1NC(OC(C)(C)C)=O)Cl tert-butyl N-(2,5-dichlorothiophen-3-yl)carbamate